(3-((2,5-dichloropyrimidin-4-yl)amino)quinolin-4-yl)dimethylphosphine tert-butyl-L-alanyl-D-alaninate C(C)(C)(C)N[C@@H](C)C(=O)N[C@H](C)C(=O)O.ClC1=NC=C(C(=N1)NC=1C=NC2=CC=CC=C2C1P(C)C)Cl